4,5-dihydro-4,4-dimethyl-2-[4-(1-phenylethenyl)phenyl]-oxazole CC1(N=C(OC1)C1=CC=C(C=C1)C(=C)C1=CC=CC=C1)C